FC=1C(=NC=CN1)C1CN(C1)C(=O)[C@@H]1CC[C@H]2N1C([C@H](CCC2)NC(=O)C2=CC1=C(S2)C=CC(=C1)CP(O)(O)=O)=O ((2-(((3S,6S,9aS)-3-(3-(3-fluoropyrazin-2-yl)azetidine-1-carbonyl)-5-oxooctahydro-1H-pyrrolo[1,2-a]azepin-6-yl)carbamoyl)benzo[b]thiophen-5-yl)methyl)phosphonic acid